OC1=C2C(=CNC2=CC=C1)C([C@@H]1NCCC1)=O (R)-4-hydroxy-3-prolyl-1H-indole